1-((3S,4R)-4-(3,4-difluorophenyl)-1-(2-methoxyethyl)pyrrolidin-3-yl)-3-(3-methyl-4-(methylthio)-1-phenyl-1H-pyrazol-5-yl)urea FC=1C=C(C=CC1F)[C@H]1[C@@H](CN(C1)CCOC)NC(=O)NC1=C(C(=NN1C1=CC=CC=C1)C)SC